monocalcium phosphate-monohydrate O.P(=O)([O-])([O-])O.[Ca+2]